[1-[(4-bromophenyl)methyl]-3-methyl-azetidin-3-yl] acetate C(C)(=O)OC1(CN(C1)CC1=CC=C(C=C1)Br)C